CC1=CC=C(C=C1)C=1N=C2SCCCN2C(C1C#N)=O 8-(4-methylphenyl)-6-oxo-2H,3H,4H,6H-pyrimido[2,1-b][1,3]thiazine-7-carbonitrile